N1=C(C=CC=C1)CCN (R)-2-pyridylethylamine